O1SCCS1 1,2,5-oxadithiolane